CC1(SC(C1NC(C)=O)=O)C N-(2,2-Dimethyl-4-oxo-3-thietanyl)-acetamide